tert-butyl (2-(6-(2-(2-(3-acetyl-1,5-dimethyl-1H-pyrazol-4-yl)ethoxy)-4-fluorophenyl)imidazo[1,2-a]pyridin-3-yl)ethyl)carbamate C(C)(=O)C1=NN(C(=C1CCOC1=C(C=CC(=C1)F)C=1C=CC=2N(C1)C(=CN2)CCNC(OC(C)(C)C)=O)C)C